NC1=C(C=CC=C1)NC(=O)C1(CC2=CC=C(C=C2C1)[N+](=O)[O-])N1CC2(CC2)CNC1=O N-(2-aminophenyl)-5-nitro-2-(6-oxo-5,7-diazaspiro[2.5]oct-5-yl)-2,3-dihydro-1H-indene-2-carboxamide